(S)-2,6-dichloro-N-(2-methyl-10-(methylsulfonyl)-7-phenyl-6,7,8,9-tetrahydropyrido[1,2-a]indol-7-yl)-4-(4H-1,2,4-triazol-4-yl)benzamide ClC1=C(C(=O)N[C@@]2(CCC=3N(C4=CC=C(C=C4C3S(=O)(=O)C)C)C2)C2=CC=CC=C2)C(=CC(=C1)N1C=NN=C1)Cl